triethylamine hydrochloric acid salt Cl.C(C)N(CC)CC